C(C#C)N1C(NC=2N=CNC2C1=O)=O (prop-2-yn-1-yl)-1H-purine-2,6(3H,7H)-dione